5-hydroxy-1-(2-oxiranyl)-2-pentanone OCCCC(CC1OC1)=O